3,3,9,9-tetramethyl-5-oxa-4,8-diazaundecane-2,10-dione dioxime CC(C(C)=NO)(NOCCNC(C(C)=NO)(C)C)C